O=C1NC2CC1(C2)C(=O)OC(C)C isopropyl 3-oxo-2-azabicyclo[2.1.1]hexane-4-carboxylate